n-hydroxyguanidine C(=NO)(N)N